10-oxo-trans-8-decenoic acid O=C/C=C/CCCCCCC(=O)O